O[C@@H]1[C@H](CO[C@@H]([C@@H]1O)CO)N1N=NC(=C1)COC=1C=C(C(=O)O)C=CC1 3-((1-((3S,4R,5R,6R)-4,5-dihydroxy-6-(hydroxymethyl)tetrahydro-2H-pyran-3-yl)-1H-1,2,3-triazol-4-yl)methoxy)benzoic acid